BrC=1C=C2CC(CC2=CC1)=O 5-bromo-2,3-dihydro-1H-inden-2-one